2,2,2-Trifluoro-1-(1H-imidazol-4-yl)ethan-1-one FC(C(=O)C=1N=CNC1)(F)F